5-((2S,3R,4S,5R)-3,4-dihydroxy-5-(Hydroxymethyl)tetrahydrofuran-2-yl)-1-(tetrahydrothiophen-3-yl)pyrimidine-2,4(1H,3H)-dione O[C@H]1[C@@H](O[C@@H]([C@H]1O)CO)C=1C(NC(N(C1)C1CSCC1)=O)=O